N1(N=CC=C1)C1=CC=C(C=C1)C1=CC(=NN1)NC=1C=CC2=C(NC(O2)=O)C1 5-((5-(4-(1H-pyrazol-1-yl)phenyl)-1H-pyrazol-3-yl)amino)benzo[d]oxazol-2(3H)-one